3-[(3-chloro-2-methoxyphenyl)amino]-2-{[1,2]thiazolo[4,5-b]pyridin-7-yl}-5H,6H,7H-pyrazolo[1,5-a]pyrazin-4-one ClC=1C(=C(C=CC1)NC=1C(=NN2C1C(NCC2)=O)C2=C1C(=NC=C2)C=NS1)OC